tert-Butyl 4-(8-[[(tert-butoxy)carbonyl]amino]-3-cyclopropaneamidoisoquinolin-6-yl)-1H,2H,3H-pyrrolo[2,3-c]pyridine-1-carboxylate C(C)(C)(C)OC(=O)NC=1C=C(C=C2C=C(N=CC12)NC(=O)C1CC1)C1=C2C(=CN=C1)N(CC2)C(=O)OC(C)(C)C